4-amino-N-((3S)-4-chloro-6-(trifluoromethyl)-2,3-dihydro-1-benzofuran-3-yl)-N,1-dimethyl-1H-pyrazolo[4,3-c]-quinoline-8-carboxamide NC1=NC=2C=CC(=CC2C2=C1C=NN2C)C(=O)N(C)[C@@H]2COC1=C2C(=CC(=C1)C(F)(F)F)Cl